ClC=1N(C2=C(C(=CC=C2C1SC1=CC=CC(=N1)C(C(=O)O)(C)C)Cl)F)C=1C=NN(C1)CCC 2-(6-((2,6-dichloro-1-(1-propyl-1H-pyrazol-4-yl)-7-fluoro-1H-indol-3-yl)thio)pyridin-2-yl)-2-methylpropionic acid